C(C)(C)(C)OC(=O)N1[C@H](CC[C@@H](C1)NC(=O)C=1C=NC2=CC=C(C=C2C1)Cl)C=1OC(=NN1)OCCOC(F)(F)F (2r,5s)-5-(6-chloroquinoline-3-amido)-2-{5-[2-(trifluoromethoxy)ethoxy]-1,3,4-oxadiazol-2-yl}piperidine-1-carboxylic acid tert-butyl ester